C1(=CC=CC=C1)C1=C(C(=NSS1)C1=CC=CC=C1)C1=CC=CC=C1 triphenyl-dithiazine